C(C1=CC=CC=C1)(=O)ONC1=NC(=NC(=N1)NOC(C1=CC=CC=C1)=O)NC1=CC=C(C=C1)C(=O)NC(C)(C)C 4'-[[6-[[4-[[(1,1-dimethylethyl) amino] carbonyl] phenyl] amino]-1,3,5-triazin-2,4-diyl] diimino] bis-benzoate